ClC1=NC=C(C(=N1)OCC1=CC=C(C=C1)C=1N(C=C(N1)C(F)(F)F)C)C=1COCC1 2-chloro-5-(2,5-dihydrofuran-3-yl)-4-[[4-[1-methyl-4-(trifluoromethyl)imidazol-2-yl]phenyl]methoxy]pyrimidine